3-(4-tert-butylcyclohexyl)aminopropane-1-sulfonic acid C(C)(C)(C)C1CCC(CC1)NCCCS(=O)(=O)O